CN1N=C(C(=C1)[N+](=O)[O-])OC1CN(C1)C(C)O 1-(3-((1-methyl-4-nitro-1H-pyrazol-3-yl)oxy)azetidin-1-yl)ethanol